2-(benzo[d][1,3]dithiol-2-yl)-1-(3-methoxyphenyl)ethan-1-one Benzyl-(1R,7S,8R)-8-fluoro-2-azabicyclo[5.1.0]octane-2-carboxylate C(C1=CC=CC=C1)OC(=O)N1[C@H]2[C@@H]([C@H]2CCCC1)F.S1C(SC2=C1C=CC=C2)CC(=O)C2=CC(=CC=C2)OC